tert-butyl 5-amino-4-(6-bromo-7-fluoro-1-oxoisoindolin-2-yl)-5-oxopentanoate NC(C(CCC(=O)OC(C)(C)C)N1C(C2=C(C(=CC=C2C1)Br)F)=O)=O